NCCOCCOCCNC(C1=C(C=C(C=C1)NC=1C=2N(C=CN1)C(=CN2)C2=CC=C(C=C2)OC(F)F)C)=O N-(2-(2-(2-aminoethoxy)ethoxy)ethyl)-4-((3-(4-(difluoromethoxy)phenyl)imidazo[1,2-a]pyrazin-8-yl)amino)-2-methylbenzamide